FC(OC1=NC=CC(=C1)CNC(=O)N[C@@H](C(F)(F)F)CC(F)(F)F)F 1-[[2-(difluoro-methoxy)pyridin-4-yl]methyl]-3-[(2R)-1,1,1,4,4,4-hexafluorobutan-2-yl]urea